FC1=C(CN2C3=C(C4=CC=CC=C24)C=CN2C3=CN=N2)C(=C(C(=C1F)F)F)F 11-(2,3,4,5,6-pentafluorobenzyl)-11H-[1,2,3]Triazolo[1',5':1,2]Pyrido[3,4-b]Indole